N1=CC(=C(C=C1)C)C 3,4-lutidine